ClC=1C=CC(=NC1C)N1CCC(CC1)C(=O)OCC ethyl 1-(5-chloro-6-methylpyridin-2-yl)piperidine-4-carboxylate